9-ethyl-6,6-dimethyl-8-[4-(morpholin-4-yl)-piperidin-1-yl]-11-oxo-6,11-dihydro-5H-benzo[b]carbazole-3-carbonitrile C(C)C1=CC2=C(C(C=3NC4=CC(=CC=C4C3C2=O)C#N)(C)C)C=C1N1CCC(CC1)N1CCOCC1